(R)-9-bromo-4-hydroxy-1,2,3,4-tetrahydrobenzo[4,5]imidazo[1,2-a]pyridine-7-carboxylic acid BrC1=CC(=CC=2N=C3N(CCC[C@H]3O)C21)C(=O)O